trans-4-(3-(but-2-ynamido)cyclohexyl)-3,5,6-trifluoro-2-methyl-1H-indole-7-carboxamide C(C#CC)(=O)N[C@@H]1C[C@H](CCC1)C1=C2C(=C(NC2=C(C(=C1F)F)C(=O)N)C)F